FC1=CC=C(OC2CC(C2)C(=O)NC2=CC(=C(C=C2)OC=2SC=C(N2)C2=CC=CC=C2)C)C=C1 3-(4-fluorophenoxy)-N-(3-methyl-4-((4-phenylthiazol-2-yl)oxy)phenyl)cyclobutane-1-carboxamide